(R)-5-chloro-N-(1-(4-fluoro-2-methylphenyl)ethyl)pyrazolo[1,5-a]pyrimidin-7-amine ClC1=NC=2N(C(=C1)N[C@H](C)C1=C(C=C(C=C1)F)C)N=CC2